Hydroxy-2-Oxoglutarate OC(C(C(=O)[O-])=O)CC(=O)[O-]